3-hydroxysuccinimide maleimidopropionate C1(C=CC(N1C(C(=O)O)C)=O)=O.OC1CC(=O)NC1=O